CC1COC2(CN(C2)C(=O)OCC2=CC=CC=C2)CC1 benzyl 7-methyl-5-oxa-2-azaspiro[3.5]nonane-2-carboxylate